N1=C(C=NC=C1)N[C@@](CSC)(C(=O)N[C@@H](CSC)C(=O)N[C@@H](CC1=CC=CC=C1)C(=O)C1(OC1)C)C=O N-pyrazinyl-2-formyl-S-methyl-L-cysteinyl-S-methyl-L-cysteinyl-L-phenylalanyl-methyloxirane